OC[C@H](C)NC=1C2=C(N=CN1)OC(=C2C=2C=C(C=CC2)NC(C=C)=O)C2=CC=CC=C2 N-[3-(4-{[(2S)-1-Hydroxypropan-2-yl]amino}-6-phenylfuro[2,3-d]pyrimidin-5-yl)phenyl]prop-2-enamide